COC1=C(C=CC=C1)C1=NN(C(=C1)[C@@H]1[C@@H]2C[C@@H](N(C1)CC2)CNC(C)=O)C N-({(2R,4S,5R)-5-[3-(2-methoxyphenyl)-1-methyl-1H-pyrazol-5-yl]-1-azabicyclo[2.2.2]oct-2-yl}methyl)acetamide